C(CCCCCCCCC)C(C(=O)OCCCCC(OC(NCCOCCN(C)C)=O)CCCCOC(C(CCCCCCCCCC)CCCCCCCCCC)=O)CCCCCCCCCC 11-{4-[(2-decyl-1-oxododecyl) oxy] butyl}-2-methyl-9-oxo-2,8-diaza-5,10-dioxapentadec-15-yl 2-decyldodecanoate